BrC(C(=O)OC(C)(C)C)C=1C=NC=C(C1)F tert-butyl 2-bromo-2-(5-fluoro-3-pyridyl)acetate